4-dodecylphenyl-bis(4-dodecylphenyl)iodonium tetrafluoroborate F[B-](F)(F)F.C(CCCCCCCCCCC)C1=CC=C(C=C1)[IH+](C1=CC=C(C=C1)CCCCCCCCCCCC)C1=CC=C(C=C1)CCCCCCCCCCCC